5-cyano-N-(3-(methoxymethyl)-1-((2-(trimethylsilyl)ethoxy)methyl)-1H-indazol-5-yl)-3,4-dimethylpicolinamide C(#N)C=1C(=C(C(=NC1)C(=O)NC=1C=C2C(=NN(C2=CC1)COCC[Si](C)(C)C)COC)C)C